(R)-2-(3-chlorophenyl)-2-methyl-1-phenylpropyl((S)-1-(((S)-1-hydroxy-3-((S)-2-oxopyrrolidin-3-yl)propan-2-yl)amino)-4-methyl-1-oxopentan-2-yl)carbamate ClC=1C=C(C=CC1)C([C@@H](C1=CC=CC=C1)N(C([O-])=O)[C@H](C(=O)N[C@H](CO)C[C@H]1C(NCC1)=O)CC(C)C)(C)C